(E)-beta-methyl-p-fluorostyrene C\C=C\C1=CC=C(C=C1)F